bis(3-(2-(dimethylamino)ethyl)-1H-indol-4-yl) 4,6-dimethylisophthalate CC1=C(C=C(C(=O)OC2=C3C(=CNC3=CC=C2)CCN(C)C)C(=C1)C)C(=O)OC1=C2C(=CNC2=CC=C1)CCN(C)C